N[C@@H]1[C@H](CN(CC1)C1=NC=C(C(=N1)N[C@H](C)C1=C(C=C(C=C1)Cl)Cl)Cl)F 2-[(3S,4S)-4-amino-3-fluoro-1-piperidyl]-5-chloro-N-[(1R)-1-(2,4-dichlorophenyl)ethyl]pyrimidin-4-amine